N1C[C@@H](CCC1)C1=CC=CC=2N(CCOC21)N2C(CCCC2=O)=O [8-[(3S)-3-piperidinyl]-2,3-dihydro-1,4-benzoxazin-4-yl]piperidine-2,6-dione